methoxy-1,2,3,4-tetrahydronaphthalene COC1CCCC2=CC=CC=C12